COC1=CC(=C(C(=C1)C)C1=CC2=C(N=N1)N(CCC2)[C@H]2CN(CCC2)C)OCC2=CC=C(C=C2)OC (R)-3-(4-methoxy-2-((4-methoxybenzyl)oxy)-6-methylphenyl)-8-(1-methylpiperidin-3-yl)-5,6,7,8-tetrahydropyrido[2,3-c]pyridazine